6-(2,4-difluorophenyl)-5-(4-methylquinolin-6-yl)tetrazolo[1,5-a]pyrazin-8-amine FC1=C(C=CC(=C1)F)C=1N=C(C=2N(C1C=1C=C3C(=CC=NC3=CC1)C)N=NN2)N